N-[4-(6-Fluoro-1,3-benzoxazol-2-yl)phenyl]-2-hydroxypropanamid FC1=CC2=C(N=C(O2)C2=CC=C(C=C2)NC(C(C)O)=O)C=C1